ClC1=C(C=C(C=C1)C#CC1CCN(CC1)C(=O)OC(C)(C)C)C Tert-butyl 4-((4-chloro-3-methylphenyl)ethynyl)piperidine-1-carboxylate